BrC1=CN(C=2N=CN=C(C21)N)CC(C)C 5-Bromo-7-isobutyl-7H-pyrrolo[2,3-d]pyrimidin-4-ylamine